Ethyl 2-(5-((14-(1,3-dioxoisoindolin-2-yl)tetradecyl)amino)-2-oxopyridin-1(2H)-yl)acetate hydrochloride Cl.O=C1N(C(C2=CC=CC=C12)=O)CCCCCCCCCCCCCCNC=1C=CC(N(C1)CC(=O)OCC)=O